ClC1=C(C=CC=C1)[C@@H]1COCC(CN1C1=NC(=NC(=C1)C)N)=C |r| (+-)-4-(3-(2-chlorophenyl)-6-methylene-1,4-oxazepan-4-yl)-6-methylpyrimidin-2-amine